OC(CNC(C1=CC=C(C=C1)C1=NC=CC2=C1C=CS2)=O)C N-(2-hydroxypropyl)-4-(thieno[3,2-c]pyridin-4-yl)benzamide